5-(2-((2S,4S)-4-fluoro-1-(3-fluoro-4-methoxyphenyl)-5-oxopyrrolidin-2-yl)-1-((trans)-4-methoxycyclohexyl)-1H-benzo[d]imidazol-5-yl)-1,3-dimethylpyridin-2(1H)-one F[C@H]1C[C@H](N(C1=O)C1=CC(=C(C=C1)OC)F)C1=NC2=C(N1[C@@H]1CC[C@H](CC1)OC)C=CC(=C2)C=2C=C(C(N(C2)C)=O)C